C(#N)C(NC(=O)[C@@H]1[C@H]2C([C@H]2CN1C([C@H](C(C)(C)C)NC(C(C)(F)F)=O)=O)(C)C)C=1C=NC=C2C=CC=NC12 (1R,2S,5S)-N-[cyano(1,6-naphthyridin-8-yl)methyl]-3-[(2S)-2-(2,2-difluoropropanoylamino)-3,3-dimethyl-butanoyl]-6,6-dimethyl-3-azabicyclo[3.1.0]hexane-2-carboxamide